C12(CC3CC(CC(C1)C3)C2)C(=O)N (3R,5R,7R)-adamantan-1-ylcarboxamide